CC(=CCCCCC=CCC)C1=CC2=CC=CC=C2C=C1 2-(undeca-2,8-dien-2-yl)naphthalene